C(C)(C)(C)OC(=O)N1N=CC=2C1=NC=CC2C=2NC1=CC(=C(C=C1C2C(C)C)C2CCN(CC2)C(=O)OC(C)(C)C)Cl 4-(5-(1-(tert-Butoxycarbonyl)piperidin-4-yl)-6-chloro-3-isopropyl-1H-indol-2-yl)-1H-pyrazolo[3,4-b]pyridine-1-carboxylic acid tert-butyl ester